FC1=NC=CC(=C1)C1=NN(C2=CC=C(C=C12)OC(C)C)COCC[Si](C)(C)C 2-[[3-(2-fluoro-4-pyridyl)-5-isopropoxy-indazol-1-yl]methoxy]ethyl-trimethyl-silane